mono(hexadecyl)ammonium chloride [Cl-].C(CCCCCCCCCCCCCCC)[NH3+]